FC1=C(C=CC=C1)C1=CC=CC(=N1)C[C@@H]1N(CCC[C@@H]1NS(=O)(=O)C)C(=O)OC(C)C isopropyl cis-2-((6-(2-fluorophenyl)pyridin-2-yl)methyl)-3-((methylsulfonyl)amino)piperidine-1-carboxylate